2-(2H-benzotriazole-2-yl)-4-methyl-6-(2-methyl-3-(1,3,3,3-tetramethyl-1-(trimethylsilyloxy)-disiloxanyl)-propyl)phenol N=1N(N=C2C1C=CC=C2)C2=C(C(=CC(=C2)C)CC(C[Si](O[Si](C)(C)C)(O[Si](C)(C)C)C)C)O